(7-Chloro-2,3-dihydrobenzo[b][1,4]dioxin-2-yl)(1-(2-hydroxyethyl)-6-(1H-pyrazol-4-yl)-1H-indazol-3-yl)methanone ClC=1C=CC2=C(OC(CO2)C(=O)C2=NN(C3=CC(=CC=C23)C=2C=NNC2)CCO)C1